(2R)-N-((S)-(3-chloro-2,4-difluorophenyl)(2-(2,2,2-trifluoroethoxy)pyrimidin-5-yl)methyl)-2-methyl-3-oxopiperazine-1-carboxamide ClC=1C(=C(C=CC1F)[C@@H](NC(=O)N1[C@@H](C(NCC1)=O)C)C=1C=NC(=NC1)OCC(F)(F)F)F